N(C1=CC=CC=C1)C1=CC2=C(C(=N1)C(=O)NC1C(CC1)(C)C)OCO2 6-anilino-N-(2,2-dimethylcyclobutyl)-[1,3]dioxolo[4,5-c]pyridine-4-carboxamide